17-methylstearyl eicos-11-enoate C(CCCCCCCCCC=CCCCCCCCC)(=O)OCCCCCCCCCCCCCCCCC(C)C